C(C)(C)(C)OC(=O)N1C2=CC=CC=C2C=2C(C(CCC12)CCCN=[N+]=[N-])=O 3-(3-azidopropyl)-4-oxo-1,2,3,4-tetrahydro-9H-carbazole-9-carboxylic acid tert-butyl ester